4-{2-[(4-bromopyridin-2-yl)carbamoyl]Ethyl}-3-(hydroxymethyl)piperazine-1-carboxylic acid tert-butyl ester C(C)(C)(C)OC(=O)N1CC(N(CC1)CCC(NC1=NC=CC(=C1)Br)=O)CO